1-[(3S)-4-(3,5-difluorophenyl)-3-methyl-piperazin-1-yl]-4-(6-methoxy-2-pyridyl)butane-1,4-dione FC=1C=C(C=C(C1)F)N1[C@H](CN(CC1)C(CCC(=O)C1=NC(=CC=C1)OC)=O)C